tert-Butyl 5'-(5-bromo-6-methyl-1H-indol-3-yl)spiro[cyclopropane-1,3'-pyrrolo[2,3-b]pyridine]-1'(2'H)-carboxylate BrC=1C=C2C(=CNC2=CC1C)C=1C=C2C(=NC1)N(CC21CC1)C(=O)OC(C)(C)C